2-[N-(4-chlorophenyl)-N-methylamino]-4H-pyrido[3,2-e]-1,3-thiazine-4-one ClC1=CC=C(C=C1)N(C)C=1SC2=C(C(N1)=O)C=CC=N2